[C@H]12[C@@H](C[C@H](CC1)C2)NC(CN2C(C(=CC=C2)NC([C@H](CCC(C(=O)NC)=O)NC(=O)C2=CN=NN2C)=O)=O)=O (S)-N1-(1-(2-((1S,2R,4R)-bicyclo[2.2.1]heptan-2-ylamino)-2-oxoethyl)-2-oxo-1,2-dihydropyridin-3-yl)-N6-methyl-2-(1-methyl-1H-1,2,3-triazole-5-carboxamido)-5-oxohexanediamide